methyl 2-chloro-3-(2-naphthyl)-3-oxopropionate ClC(C(=O)OC)C(=O)C1=CC2=CC=CC=C2C=C1